3-bromo-5-[({2-[(9R)-9-(pyridin-2-yl)-6-oxaspiro[4.5]decan-9-yl]ethyl}amino)methyl]pyridine-2-carbonitrile BrC=1C(=NC=C(C1)CNCC[C@]1(CCOC2(CCCC2)C1)C1=NC=CC=C1)C#N